((S)-1-(2-((S)-2-cyanopyrrolidin-1-yl)-2-oxoethyl)pyrrolidin-3-yl)6-fluorobenzofuran-3-carboxamide C(#N)[C@H]1N(CCC1)C(CN1C[C@H](CC1)C=1OC2=C(C1C(=O)N)C=CC(=C2)F)=O